N-(2-bromopyridin-4-yl)cyclopropanecarboxamide BrC1=NC=CC(=C1)NC(=O)C1CC1